2-(2,4,5-trifluoro-3-methoxyphenyl)thiazole-5-carboxylic acid ethyl ester C(C)OC(=O)C1=CN=C(S1)C1=C(C(=C(C(=C1)F)F)OC)F